ClC1=C(C=CC(=C1)C(F)(F)F)NC(=O)C1(CCC1)N1N=C2C(=C1)CN(C2)C2CCN(CC2)C=2C=C1C(N(C(C1=CC2)=O)C2C(NC(CC2)=O)=O)=O N-(2-chloro-4-(trifluoromethyl)phenyl)-1-(5-(1-(2-(2,6-dioxopiperidin-3-yl)-1,3-dioxoisoindolin-5-yl)piperidin-4-yl)-5,6-dihydropyrrolo[3,4-c]pyrazol-2(4H)-yl)cyclobutane-1-carboxamide